BrC1=NC=C(C(=C1)OC=1C(=NC(=NC1)N)NN)C(C)C 5-((2-bromo-5-isopropylpyridin-4-yl)oxy)-4-hydrazineylpyrimidin-2-amine